The molecule is a C82 alpha-mycolate having a C56 meromycolic chain with two cis cyclopropyl functions and a saturated C26 alpha-branch. It is produced by Mycobacterium tuberculosis H37Ra. It has a role as a bacterial metabolite. It is an an alpha-mycolate and a hydroxy fatty acid anion. It is a conjugate base of a (2R)-2-[(1R)-1-hydroxy-22-{2-[10-(2-octadecylcyclopropyl)decyl]cyclopropyl}docosyl]hexacosanoic acid. CCCCCCCCCCCCCCCCCCCCCCCC[C@H]([C@@H](CCCCCCCCCCCCCCCCCCCCCC1CC1CCCCCCCCCCC2CC2CCCCCCCCCCCCCCCCCC)O)C(=O)[O-]